ClC=1C=C(C=CC1O)/C=C/C(=O)C1=CC=C(C=C1)I (E)-3-(3-Chloro-4-hydroxyphenyl)-1-(4-iodophenyl)prop-2-en-1-one